5-(tert-butyl)-N-(4-(6-cyanopyrrolo[2,1-f][1,2,4]triazin-4-yl)-2-methylbenzyl)-1,2,4-oxadiazole-3-carboxamide C(C)(C)(C)C1=NC(=NO1)C(=O)NCC1=C(C=C(C=C1)C1=NC=NN2C1=CC(=C2)C#N)C